tert-butyl (1-(3-nitrophenyl) allyl) carbonate C(OC(C)(C)C)(OC(C=C)C1=CC(=CC=C1)[N+](=O)[O-])=O